COC(=O)NC=1C=C(C=CC1)N1C=C(C=CC1=O)C(=O)OCC ethyl 1-[3-(methoxycarbonylamino) phenyl]-6-oxopyridine-3-carboxylate